C(C)NO N-ethylhydroxylamine